C(C)OC1=CC(=C(C=N1)C1=CN=C(S1)NC(C1=C(C=CC=C1F)F)=O)C N-(5-(6-ethoxy-4-methylpyridin-3-yl)thiazol-2-yl)-2,6-difluorobenzamide